behenyl-trimethyl-methyl-ammonium sulfate S(=O)(=O)([O-])[O-].C(CCCCCCCCCCCCCCCCCCCCC)C[N+](C)(C)C.C(CCCCCCCCCCCCCCCCCCCCC)C[N+](C)(C)C